BrC=1C2(C3=CC=CC=C3C1)CCC1(CC2)OCCCO1 bromodispiro[[1,3]dioxan-2,1'-cyclohexane-4',1''-indene]